Ethyl 5-hydroxyvalerate OCCCCC(=O)OCC